Cl.Cl.N1(CCCC1)C1CCNCC1 4-(pyrrolidin-1-yl)piperidine bis-HCl salt